ClC1=CC=CC=2N1N=C(C2)[C@H]2N(CCC1=C2N=CN1)C(=O)C=1C=NN2C1C=CC(=C2)N(C)C (S)-(4-(7-chloropyrazolo[1,5-a]pyridin-2-yl)-6,7-dihydro-1H-imidazo[4,5-c]pyridin-5(4H)-yl)(6-(dimethylamino)pyrazolo[1,5-a]pyridin-3-yl)methanone